F[C@@H]1[C@H](CNC1)NC1=NC(=CC=C1)C1=CN=C2N1C=C(C(=C2)OC)C=2C=NN(C2)C N-((3S,4S)-4-fluoro-pyrrolidin-3-yl)-6-(7-methoxy-6-(1-methyl-1H-pyrazol-4-yl)-imidazo[1,2-a]-pyridin-3-yl)pyridin-2-amine